2-(4-((3-cyano-4-fluorophenyl)carbamoyl)-1,3,5-trimethyl-1H-pyrrole-2-yl)-2-oxoacetic acid ethyl ester C(C)OC(C(=O)C=1N(C(=C(C1C)C(NC1=CC(=C(C=C1)F)C#N)=O)C)C)=O